CN1C(=NN=C1)C[C@@H](C)C=1C=C(C=CC1)NC(C1=NC(=CC(=C1)S(N)(=O)=O)C(F)(F)F)=O (R)-N-(3-(1-(4-methyl-4H-1,2,4-triazol-3-yl)propan-2-yl)phenyl)-4-sulfamoyl-6-(trifluoromethyl)picolinamide